CC1=C(SC(=C1)C=1C=C2CCC(C2=CC1)=O)C(=O)N1C[C@H](CC1)NC(OC(C)(C)C)=O tert-butyl N-[(3S)-1-{[3-methyl-5-(1-oxo-2,3-dihydroinden-5-yl)thiophen-2-yl]carbonyl}pyrrolidin-3-yl]carbamate